3-[[(1R)-1-[3,6-Dimethyl-2-(2-methylindazol-5-yl)-4-oxo-chromen-8-yl]-ethyl]amino]pyridine-2-carboxamide CC1=C(OC2=C(C=C(C=C2C1=O)C)[C@@H](C)NC=1C(=NC=CC1)C(=O)N)C1=CC2=CN(N=C2C=C1)C